FC(C=1C=NC(=NC1)C1(CCC1)O)(F)F 1-(5-(trifluoromethyl)pyrimidin-2-yl)cyclobutan-1-ol